(S)-2-Hydroxy-propionic acid (S)-1-((S)-1-{(S)-2-[2-(5-bromo-quinoxalin-6-ylamino)-4,5-dihydro-imidazol-1-yl]-1-methyl-2-oxo-ethoxycarbonyl}-ethoxycarbonyl)-ethyl ester BrC1=C2N=CC=NC2=CC=C1NC=1N(CCN1)C([C@@H](OC(=O)[C@H](C)OC(=O)[C@H](C)OC([C@H](C)O)=O)C)=O